2-(2,3-dimethylbut-3-en-2-yl)-2-ethyl-4,5,5,6-tetramethyltetrahydro-2H-pyran-4-ol CC(C)(C(=C)C)C1(OC(C(C(C1)(O)C)(C)C)C)CC